NCC1=CC(=C(C=C1)NC(=O)C1=CC2=C(OCCC3=C2SC=C3)C=C1C=1C(=NC(=CC1)C(NCCC)=O)C(=O)O)C(NCCC)=O 3-(9-((4-(aminomethyl)-2-(propylcarbamoyl)phenyl)carbamoyl)-4,5-dihydrobenzo[b]thieno[2,3-d]oxepin-8-yl)-6-(propylcarbamoyl)picolinic acid